(3S)-7-(6-amino-3-chloro-2-fluorophenyl)-3-(5-(2-(((tert-butyldimethylsilyl)oxy)methyl)-3-fluoropyridin-4-yl)-1H-imidazol-2-yl)-2,3,8,8a-tetrahydroindolizin-5(1H)-one NC1=CC=C(C(=C1C1=CC(N2[C@@H](CCC2C1)C=1NC(=CN1)C1=C(C(=NC=C1)CO[Si](C)(C)C(C)(C)C)F)=O)F)Cl